5-(8-(3-fluoro-3-(methoxymethyl)pyrrolidin-1-yl)imidazo[1,2-b]pyridazin-6-yl)pyrimidine-2,4(1H,3H)-dione FC1(CN(CC1)C=1C=2N(N=C(C1)C=1C(NC(NC1)=O)=O)C=CN2)COC